COC(=O)C1(CCC2(C(=CC3=CC=CC=C23)CC(C(F)F)CO)CC1)NC1=CC(=CC=C1)Cl (1r,4r)-4-(3-Chloroanilino)-2'-[3,3-difluoro-2-(hydroxymethyl)propyl]spiro[cyclohexane-1,1'-indene]-4-carboxylic acid methyl ester